BrC1=CC(=CC=2N(C=NC21)CCO)NC2=NC=C(C=N2)C=2OC(=NN2)C(F)F 2-(4-bromo-6-((5-(5-(difluoromethyl)-1,3,4-oxadiazol-2-yl)pyrimidin-2-yl)amino)-1H-benzo[d]imidazol-1-yl)ethan-1-ol